4-fluoro-N-{[6-fluoro-5-(propan-2-yl)pyridin-2-yl][3-(1,2-oxazol-5-yl)phenyl]methyl}-1-[2-(1H-1,2,3-triazol-5-yl)acetyl]pyrrolidine-2-carboxamide FC1CC(N(C1)C(CC1=CN=NN1)=O)C(=O)NC(C1=CC(=CC=C1)C1=CC=NO1)C1=NC(=C(C=C1)C(C)C)F